ClC=1C=C(C=CC1F)C(=NS(=O)C(C)(C)C)C1=NNC(=C1)C(F)(F)F N-((3-chloro-4-fluorophenyl)(5-(trifluoromethyl)-1H-pyrazol-3-yl)methylene)-2-methylpropan-2-sulfinamide